N1=C(N=CC=C1)C1(CC1)NC(=O)[C@@H]1CN(CC[C@H]1N)CC1CC1 |r| rac-(3R*,4R*)-4-Amino-1-cyclopropylmethyl-piperidine-3-carboxylic Acid (1-pyrimidin-2-yl-cyclopropyl)-amide